COC(=O)C1=NC=NC(=C1)SC1CCN(CC1)C(C)=O 6-((1-acetylpiperidin-4-yl)thio)pyrimidine-4-carboxylic acid methyl ester